N[C@@H](C(=O)O)CC1=CNC=C1C#C (R)-2-amino-3-(4-ethynyl-1H-pyrrol-3-yl)propanoic acid